4-{6-[m-(benzylaminosulfonyl)phenyl]-1,3,5-triaza-4-naphthyl}-1-ethyl-2-piperazinone C(C1=CC=CC=C1)NS(=O)(=O)C=1C=C(C=CC1)C=1N=C2C(=NC=NC2=CC1)N1CC(N(CC1)CC)=O